IC=1C=C2C(=NC1)N(C=N2)CC=2C=C1CCC(OC1=C(C2)OC)C=2C=NC(=CC2)C 6-iodo-3-((8-methoxy-2-(6-methylpyridin-3-yl)chroman-6-yl)methyl)-3H-imidazo[4,5-b]pyridine